CN1CCC(CC1)N1CCN(CC1)C=1C=NC(=NC1)C=1C=CC=C(C(=O)N)C1 5-[5-[4-(1-methyl-4-piperidinyl)piperazin-1-yl]pyrimidin-2-yl]benzamide